methyl (2S)-2-(tert-butoxycarbonylamino)-3-methyl-butyrate C(C)(C)(C)OC(=O)N[C@H](C(=O)OC)C(C)C